1-(2-chlorophenyl)-2-(1-chlorocyclopropyl)-3-chloro-2-propanol ClC1=C(C=CC=C1)CC(CCl)(O)C1(CC1)Cl